C[Si](O[Si](O)(O[Si](C)(C)C)O[Si](C)(C)C)(C)C tris(Trimethylsilyloxy)silanol